FC(C(=O)O)(F)F.OC1CC(NC1)C(=O)NCC1=CC=C(C=C1)C1=C(N=CS1)C 4-hydroxy-N-(4-(4-methylthiazol-5-yl)benzyl)pyrrolidine-2-carboxamide trifluoroacetate